1-(6-Chloro-3-ethyl-3-methyl-2,3-dihydro-1H-indol-1-yl)-2-[(2R,5R)-2-(methoxymethyl)-5-methylpiperazin-1-yl]ethan-1-one hydrochloride Cl.ClC1=CC=C2C(CN(C2=C1)C(CN1[C@H](CN[C@@H](C1)C)COC)=O)(C)CC